C1=C(C=CC2=CC=CC=C12)C=1C2=CC=CC=C2C(=C2C=CC(=CC12)B1OC(C(O1)(C)C)(C)C)C1=CC2=CC=CC=C2C=C1 2-(9,10-di(naphthalen-2-yl)anthracen-2-yl)-4,4,5,5-tetramethyl-1,3,2-dioxaborolane